1,3-diphenylguanidine HCl Cl.C1(=CC=CC=C1)NC(=N)NC1=CC=CC=C1